C1(CC1)S(=O)(=O)C=1C=C(OC[C@H](CN[C@H]2COC3(C2)CCN(CC3)S(=O)(=O)C=3C=C2C(=NC3)NC(C2)=O)O)C=CC1 5-((R)-3-((S)-3-(3-(cyclopropylsulfonyl)phenoxy)-2-hydroxypropylamino)-1-oxa-8-azaspiro[4.5]decan-8-ylsulfonyl)-1H-pyrrolo[2,3-b]pyridin-2(3H)-one